CC=1C(C(CCC1C)C)=O 2,3,6-trimethyl-2-cyclohexenone